heptadecane-2,16-diol CC(CCCCCCCCCCCCCC(C)O)O